3-[5-(4-methylphenyl)-2,3-dimethyl-isoxazolidin-3-yl]-tetrahydrobenzoxazepine CC1=CC=C(C=C1)C1CC(N(O1)C)(C)C1NOC2=C(CC1)C=CC=C2